3-(((2R,3R,4S,5R,6R)-5-Hydroxy-6-(hydroxymethyl)-3-methoxy-4-(4-(3,4,5-trifluorophenyl)-1H-1,2,3-triazol-1-yl)tetrahydro-2H-pyran-2-yl)methyl)-1-oxa-2-azaspiro[4.5]dec-2-en-8-on O[C@@H]1[C@@H]([C@H]([C@H](O[C@@H]1CO)CC1=NOC2(C1)CCC(CC2)=O)OC)N2N=NC(=C2)C2=CC(=C(C(=C2)F)F)F